C1(CC1)OC1=CC=NN1C1=NC=C(C=C1)C1OCCO1 2-(5-cyclopropoxy-1H-pyrazol-1-yl)-5-(1,3-dioxolan-2-yl)pyridine